COC(CC1=CC(=NC=C1)NC(=O)OC(C)(C)C)=O 2-[2-(Boc-amino)pyridin-4-yl]acetic acid methyl ester